tert-butyl 2-[(1s)-1-benzyloxycarbonyl-2-methyl-propyl]-1-oxo-2,8-diazaspiro[4.5]decane-8-carboxylate C(C1=CC=CC=C1)OC(=O)[C@H](C(C)C)N1C(C2(CC1)CCN(CC2)C(=O)OC(C)(C)C)=O